4-(3-chloro-5-nitropyridin-2-yl)piperazine-1-carboxylic acid tert-butyl ester C(C)(C)(C)OC(=O)N1CCN(CC1)C1=NC=C(C=C1Cl)[N+](=O)[O-]